4-methoxy-5-(2-{2-[(octahydro-1H-indole-1-sulfonyl)amino]phenyl}ethynyl)pyridine-2-carboxylic acid COC1=CC(=NC=C1C#CC1=C(C=CC=C1)NS(=O)(=O)N1CCC2CCCCC12)C(=O)O